2-(4,4-dimethyl-4,5-dihydrooxazol-2-yl)aniline CC1(N=C(OC1)C1=C(N)C=CC=C1)C